ClC=1C(=C2C=NNC2=C(C1F)N(C1COCC1)C)C=1N=CC=2N(C1)C=C(N2)NC(=O)[C@H]2[C@H](C2)F (1S,2S)-N-(6-(5-chloro-6-fluoro-7-(methyl-(tetrahydrofuran-3-yl)amino)-1H-indazol-4-yl)imidazo[1,2-a]pyrazin-2-yl)-2-fluorocyclopropane-1-carboxamide